5-bromo-2-chloro-7-((3aS,4R,6R,6aR)-2,2-dimethyl-6-(1-methylpiperidin-4-yl)tetrahydro-4H-cyclopenta[d][1,3]dioxol-4-yl)-7H-pyrrolo[2,3-d]pyrimidine BrC1=CN(C=2N=C(N=CC21)Cl)[C@@H]2C[C@@H]([C@H]1OC(O[C@H]12)(C)C)C1CCN(CC1)C